OC1=CC(NC(=C1C)C)=O 4-hydroxy-5,6-dimethylpyridin-2(1H)-one